C(C)OC(=O)C1=NC(=C(C=C1)[N+](=O)[O-])Cl 6-chloro-5-nitropyridinecarboxylic acid ethyl ester